β-Hydroxyhistidin OC([C@H](N)C(=O)O)C1=CNC=N1